tert-butyl (2-chloro-3-methoxy-6-methylphenyl)carbamate ClC1=C(C(=CC=C1OC)C)NC(OC(C)(C)C)=O